C(#C)C=1C=CC=C2C=C(C=C(C12)C1=C(C=C2C(=NC(=NC2=C1F)OCC12CCCN2CCC1)N1C[C@@H](NCC1)CC#N)F)O 2-((2S)-4-(7-(8-ethynyl-3-hydroxynaphth-1-yl)-6,8-difluoro-2-((tetrahydro-1H-pyrrolizin-7a(5H)-yl)methoxy)quinazolin-4-yl)piperazin-2-yl)acetonitrile